(S)-9-(2-aminopropyl)-5-(2-bromo-4-fluorophenyl)-1-oxa-3,4,9-triazaspiro[5.5]undec-4-ene-2-one dihydrochloride Cl.Cl.N[C@H](CN1CCC2(C(=NNC(O2)=O)C2=C(C=C(C=C2)F)Br)CC1)C